Hydroxy-3-(1H-imidazol-4-yl)-1-methylpyrrolidin-2-one trifluoroacetate FC(C(=O)O)(F)F.OC1(C(N(CC1)C)=O)C=1N=CNC1